5-(2-(5-fluoro-2-methoxypyridin-3-yl)pyrrolidin-1-yl)-3-nitropyrazolo[1,5-a]pyrimidine FC=1C=C(C(=NC1)OC)C1N(CCC1)C1=NC=2N(C=C1)N=CC2[N+](=O)[O-]